O.[Na+].O=C[C@H](O)[C@@H](O)[C@H](O)[C@H](O)C(=O)[O-] D-glucuronic acid sodium salt monohydrate